ethyl 2-(5-chloropyridin-2-yl)-3-oxobutanoate ClC=1C=CC(=NC1)C(C(=O)OCC)C(C)=O